6-chloro-5-(5-(1-hydroxycyclobutyl)thiophen-3-yl)-1H-indole-3-carboxylic acid ClC1=C(C=C2C(=CNC2=C1)C(=O)O)C1=CSC(=C1)C1(CCC1)O